4-((6-methoxypyridin-3-yl)amino)-6-acetylamino-1H-indole-2-carboxylic acid COC1=CC=C(C=N1)NC1=C2C=C(NC2=CC(=C1)NC(C)=O)C(=O)O